2-(2-Chlorophenyl)-N-{4-[2-(2-hydroxy-prop-2-yl)-1,3-thiazol-4-yl]-3-sulfamoylphenyl}acetamide ClC1=C(C=CC=C1)CC(=O)NC1=CC(=C(C=C1)C=1N=C(SC1)C(C)(C)O)S(N)(=O)=O